3-(1,2,3,4-tetrahydro-quinolin-2-yl)-propionic acid ethyl ester C(C)OC(CCC1NC2=CC=CC=C2CC1)=O